3-isothiocyanato-1-propene N(=C=S)CC=C